N-4-bromophenylmethylglycine BrC1=CC=C(C=C1)CNCC(=O)O